acryloyloxypropyl-adipic acid C(C=C)(=O)OCCCC(C(=O)O)CCCC(=O)O